1-[3-(dimethylethoxysilyl)phenyl]-1-(4'-dimethylsilylphenyl)ethene C[Si](C=1C=C(C=CC1)C(=C)C1=CC=C(C=C1)[SiH](C)C)(OCC)C